C(C)(C)(C)SN[C@H]1C2=C(OC13CCN(CC3)C3=NC(=C(C(=N3)C#N)C3=C(C(=CC=C3)Cl)Cl)C)C=CC=C2 2-((S)-3-((tert-butylthio)amino)-3H-spiro[benzofuran-2,4'-piperidin]-1'-yl)-5-(2,3-dichlorophenyl)-6-methylpyrimidine-4-carbonitrile